COC(=O)C=1C(N(C2=CC(=CC=C2C1N)I)C1=C(C=CC=C1)C)=O 4-amino-7-iodo-1-(2-methylphenyl)-2-oxo-1,2-dihydroquinoline-3-carboxylic acid methyl ester